4-(difluoromethyl)-N-[4-fluoro-5-[4-fluoro-3-(methylcarbamoyl)phenyl]-2-[rac-(3R)-3,4-dimethylpiperazin-1-yl]phenyl]-6-oxo-1H-pyridine-3-carboxamide FC(C=1C(=CNC(C1)=O)C(=O)NC1=C(C=C(C(=C1)C1=CC(=C(C=C1)F)C(NC)=O)F)N1C[C@H](N(CC1)C)C)F |r|